(S)-5-(3-Bromo-4,5-dihydroisoxazol-5-yl)-N-methyl-6-((4-(trifluoromethyl)phenyl)amino)pyridine-3-sulfonamide BrC1=NO[C@@H](C1)C=1C=C(C=NC1NC1=CC=C(C=C1)C(F)(F)F)S(=O)(=O)NC